NC1=NC2=C(N1C)C=CC=C2C=2C=NN(C2C2=C(C#N)C=CC=C2)C 2-(4-(2-amino-1-methyl-1H-benzo[d]imidazol-4-yl)-1-methyl-1H-pyrazol-5-yl)benzonitrile